2-[(5,6-dichloro)-phenylpropenamido]-3-(4-benzyloxyphenyl)-propionic acid ClC=1C=CC=C(C1Cl)C=CC(=O)NC(C(=O)O)CC1=CC=C(C=C1)OCC1=CC=CC=C1